FS(=O)(=O)N(C)C (fluorosulfonyl)dimethylamine